CCCCCCCCCCCCCCCCCCOC[C@H](COP(=O)(O)OC[C@@H](C(=O)O)N)OC(=O)CCC/C=C\C/C=C\C/C=C\C/C=C\C/C=C\CC 1-octadecyl-2-(5Z,8Z,11Z,14Z,17Z-eicosapentaenoyl)-glycero-3-phosphoserine